4-{(S)-2-(4-ethyl-5-phenylthiazol-2-yl)-2-[(S)-2-(methoxycarbonylamino)-3-phenyl-propionylamino]ethyl}phenylaminosulfonic acid C(C)C=1N=C(SC1C1=CC=CC=C1)[C@H](CC1=CC=C(C=C1)NS(=O)(=O)O)NC([C@H](CC1=CC=CC=C1)NC(=O)OC)=O